ClC=1C=CC=2C(=C3N(C2C1C=1C(=NN(C1C)C)C)C(CN(C3=O)C=3C=CC=C1C(=CNC31)C(=O)[O-])C)CCCOC3=CC(=C(C(=C3)C)Cl)C 7-(7-chloro-10-(3-(4-chloro-3,5-dimethylphenoxy)propyl)-4-methyl-1-oxo-6-(1,3,5-trimethyl-1H-pyrazol-4-yl)-3,4-dihydropyrazino[1,2-a]indol-2(1H)-yl)-1H-indole-3-carboxylate